(s)-2-Amino-1-hexanol N[C@H](CO)CCCC